N-{5-(3-Ethoxyphenoxy)pyridin-3-yl}acrylamide tert-butyl-(S)-2-((2-(4-(4-bromo-1H-pyrazol-1-yl)-2,6-difluorophenyl)-7-methylimidazo[1,2-a]pyridin-3-yl)methyl)morpholine-4-carboxylate C(C)(C)(C)OC(=O)N1C[C@@H](OCC1)CC1=C(N=C2N1C=CC(=C2)C)C2=C(C=C(C=C2F)N2N=CC(=C2)Br)F.C(C)OC=2C=C(OC=1C=C(C=NC1)NC(C=C)=O)C=CC2